methyl 2-oxopiperidine-4-carboxylate O=C1NCCC(C1)C(=O)OC